O=C1N(CCC(N1)=O)N1C(C2=CC=C(C=C2C1=O)CN1CCN(CC1)C=1C2=C(N=CN1)SC(=C2)C)=O 2-(2,4-dioxotetrahydropyrimidin-1(2H)-yl)-5-((4-(6-methylthieno[2,3-d]pyrimidin-4-yl)piperazin-1-yl)methyl)isoindoline-1,3-dione